N[C@@H]1C2=CC=CC=C2CC12CCN(CC2)C2=NC(=C1C(=N2)NN=C1C1=C(C2=C(N(N=C2C=C1)C)Cl)Cl)C(=O)N (S)-6-(1-amino-1,3-dihydrospiro[indene-2,4'-piperidin]-1'-yl)-3-(3,4-dichloro-2-methyl-2H-indazol-5-yl)-1H-pyrazolo[3,4-d]pyrimidine-4-carboxamide